FC(=C(C(=O)[O-])C(C(C(C(C(C(C(C(C(C(F)(F)F)(F)F)(F)F)(F)F)(F)F)(F)F)(F)F)(F)F)(F)F)(F)F)F perfluoro-n-decylacrylate